FC(C(=O)[O-])(F)F.C1(=C(C=CC=C1)N(C1=CC=C(C=C1)C1=CC2=C(S1)[C+](C=1SC(=CC1P2(C2=CC=CC=C2)=O)C2=CC=C(C=C2)N(C2=C(C=CC=C2)C)C2=C(C=CC=C2)C)C2=C(C=CC=C2OC)OC)C2=C(C=CC=C2)C)C 2,6-bis{4-[di-o-tolylamino]phenyl}-8-{2,6-dimethoxyphenyl}-4-phenyl-8H-phosphinino{3,2-b:5,6-b'}dithiophen-8-ylium P-oxide 2,2,2-trifluoroacetate